(5S,7S)-5-(2-chloro-3-fluorophenyl)-7-fluoro-6,7-dihydro-5H-pyrrolo[1,2-b][1,2,4]triazole-2-thiol ClC1=C(C=CC=C1F)[C@@H]1C[C@@H](C=2N1N=C(N2)S)F